C(C)(C)(C)C12CN(CC(CC1)N2)C2=NC(=NC1=C(C(=CC=C21)C2=CC(=CC1=CC=CC=C21)O)F)OC[C@H]2N(CCC2)C tert-butyl-3-[8-fluoro-7-(3-hydroxyl-naphthyl)-2-[[(2S)-1-methylpyrrolidin-2-yl]methoxy]quinazolin-4-yl]-3,8-diazabicyclo[3.2.1]octane